(S)-7'-(3,5-difluorophenyl)-1-(3-fluoropyrazolo[1,5-a]pyrimidin-7-yl)dihydro-1'H,3'H,5'H-spiro[piperidine-4,2'-pyrazolo[1,2-a]pyrazol]-1'-one FC=1C=C(C=C(C1)F)[C@@H]1CCN2N1C(C1(C2)CCN(CC1)C1=CC=NC=2N1N=CC2F)=O